C1(=CC=CC=C1)NC=1N=C(C2=C(N1)CCOC2CC)NC2=CC=CC=C2 N2,N4-diphenylethyl-7,8-dihydro-5H-pyrano[4,3-d]pyrimidine-2,4-diamine